C(C)OCCN1C(=NC=2C1=NC=C(C2)C2=NN=C(N2)C(F)(F)F)CN2CCC(CC2)OC2=NC=NC=C2 4-[(1-{[3-(2-ethoxyethyl)-6-[5-(trifluoromethyl)-4H-1,2,4-triazol-3-yl]-3H-imidazo[4,5-b]pyridin-2-yl]methyl}piperidin-4-yl)oxy]pyrimidine